C(C=C)(=O)N1CCN(CC1)C(CN1C2=C(N=C(C1=O)NC1=CC(=CC(=C1)OC)OC)C=CC(=N2)NC2=CC=CC=C2)=O (2-(4-Acryloylpiperazin-1-yl)-2-oxoethyl)-6-anilino-2-(3,5-dimethoxyanilino)pyrido[2,3-b]pyrazin-3(4H)-one